1-(5-(2-fluorophenyl)-1-((3-(3-methoxyprop-1-en-1-yl)phenyl)sulfonyl)-1H-pyrrol-3-yl)-N-methylmethanamine FC1=C(C=CC=C1)C1=CC(=CN1S(=O)(=O)C1=CC(=CC=C1)C=CCOC)CNC